C(C1=CC=CC=C1)N1N=NC2=C1C=CC(=C2)C2=NN(C(=C2)C2=C(C=CC=C2)C)CC2=CC=C(C(=O)NO)C=C2 4-{[3-(1-benzyl-1H-benzo[d][1,2,3]triazol-5-yl)-5-(2-methylphenyl)-1H-pyrazol-1-yl]methyl}-N-hydroxybenzoamide